3-[(1S)-1-azidoethyl]-pyridine N(=[N+]=[N-])[C@@H](C)C=1C=NC=CC1